C(C1=CC=CC=C1)OC=1C(C=CN2N(CN(C(C21)=O)CC2=CC(=CC=C2)F)C21C(=CC3=CC(=C(C=C23)F)F)CC=2C=CC=CC21)=O 5-(benzyloxy)-1-(2,3-difluoroindeno[1,2-a]inden-4b(9H)-yl)-3-(3-fluorobenzyl)-2,3-dihydro-1H-pyrido[2,1-f][1,2,4]triazine-4,6-dione